7-hydroxy-2-(4-hydroxyphenyl)-3-methoxy-3,4-dihydro-2H-1-benzopyran-4-one OC1=CC2=C(C(C(C(O2)C2=CC=C(C=C2)O)OC)=O)C=C1